Isopropyl 4-(1-(5-bromothiazolo[5,4-b]pyridin-2-yloxy)ethyl)piperidine-1-carboxylate BrC1=CC=C2C(=N1)SC(=N2)OC(C)C2CCN(CC2)C(=O)OC(C)C